ClC1=NC(=CC=C1N1CCN(CC1)CC=1C=CC=2C3=C(C(NC2C1)=O)CCO3)C(NC)=O 7-((4-(2-chloro-6-(methylcarbamoyl)pyridin-3-yl)piperazin-1-yl)methyl)-3,5-dihydrofuro[3,2-c]quinolin-4(2H)-one